BrC1=C(C=CC=C1)C1=CC(OC1(C)O)=O 4-(2-Bromophenyl)-5-hydroxy-5-methylfuran-2(5H)-one